8,9-dimethylhexadecanedioic acid CC(CCCCCCC(=O)O)C(CCCCCCC(=O)O)C